1-[4-(1-methoxy-3,3-dimethylcyclobutyl)pyridin-2-yl]-N-(1-methylindazol-7-yl)pyrazole-4-sulfonamide COC1(CC(C1)(C)C)C1=CC(=NC=C1)N1N=CC(=C1)S(=O)(=O)NC=1C=CC=C2C=NN(C12)C